1-(2-bromo-4-(methoxymethoxy)phenyl)propan-1-one BrC1=C(C=CC(=C1)OCOC)C(CC)=O